BrC1=CC=C(C=C1)N\N=C\1/C(=NN(C1=O)C(C1=CC=C(C=C1)OC)=O)C (E)-4-(2-(4-bromophenyl)hydrazono)-1-(4-methoxybenzoyl)-3-methyl-1H-pyrazol-5(4H)-one